NC1=C2C(=NC=N1)N(N=C2)CCC(=O)O 3-{4-amino-1H-pyrazolo[3,4-d]-pyrimidin-1-yl}-propanoic acid